C(C)OC(=O)C1=CC=C(C=C1)NC(NC=1C=C(OS(=O)(=O)C2=CC=C(C=C2)NC(NC2=CC=C(C(=O)OCC)C=C2)=O)C=CC1)=O Ethyl 4-(3-(4-((3-(3-(4-(ethoxycarbonyl)phenyl)ureido)phenoxy)sulfonyl)phenyl)ureido)benzoat